5-[(1R)-1-(4-{[4-(trifluoromethyl)-1,3-thiazol-2-yl]amino}phenyl)ethyl]-1H-1,2,4-triazol-1-al FC(C=1N=C(SC1)NC1=CC=C(C=C1)[C@@H](C)C1=NC=NN1C=O)(F)F